Rac-N-(6-(1-cyanospiro[2.2]pentan-1-yl)isoquinolin-3-yl)-2-(4-methylmorpholin-2-yl)acetamide C(#N)C1(CC12CC2)C=2C=C1C=C(N=CC1=CC2)NC(CC2CN(CCO2)C)=O